C(N)(=O)C12CC(C1)(C2)C2=CC=C(OCC1(CN(CC1)C(C1=CC=C(C=C1)OC)=O)C(=O)OC)C=C2 methyl 3-(4-{3-carbamoylbicyclo[1.1.1]pentan-1-yl}phenoxymethyl)-1-(4-methoxybenzoyl)pyrrolidine-3-carboxylate